4-amino-N-(2-propanyl)-N-((6-(trifluoromethyl)-3-pyridazinyl)methyl)-1,3-dihydrofuro[3,4-c]quinoline-8-carboxamide NC1=NC=2C=CC(=CC2C2=C1COC2)C(=O)N(CC=2N=NC(=CC2)C(F)(F)F)C(C)C